Indene oxygen [O].C1C=CC2=CC=CC=C12